FC=1C=2N(C=CC1C1=NC(=CC=C1)C=1C=NN(C1)C(CC)C1=CC=C(C=C1)F)N=C(N2)N 8-fluoro-7-(6-(1-(1-(4-fluorophenyl)propyl)-1H-pyrazol-4-yl)pyridin-2-yl)-[1,2,4]-triazolo[1,5-a]pyridin-2-amine